(1R,6S)-N-(2-(1H-indol-3-yl)ethyl)-2,2,6-trimethylcyclohexane-1-carboxamide N1C=C(C2=CC=CC=C12)CCNC(=O)[C@H]1C(CCC[C@@H]1C)(C)C